2,2,2-trichloroethyl 4-bromo-6-(trifluoromethyl)-1H-indazole-1-carboxylate BrC1=C2C=NN(C2=CC(=C1)C(F)(F)F)C(=O)OCC(Cl)(Cl)Cl